N1C=NC2=C1C=CC=C2CN2C(C(=CC(=C2)C(=O)NC2CCC2)C(=O)NC)=O ((1H-benzo[d]imidazol-4-yl)methyl)-N5-cyclobutyl-N3-methyl-2-oxo-1,2-dihydropyridine-3,5-dicarboxamide